The molecule is a citrate(2-) that is the dianion obtained by the deprotonation of the terminal carboxy groups of citric acid. It is a conjugate base of a 3,4-dicarboxy-3-hydroxybutanoate. It is a tautomer of a 2-(carboxymethyl)-2-hydroxysuccinate. C(C(=O)[O-])C(CC(=O)[O-])(C(=O)O)O